dimethallyl pyrophosphate O(P(OCC(C)=C)(=O)OP(=O)([O-])[O-])CC(C)=C